2-[[4-chloro-2-(trifluoromethyl)phenyl]methyl]-N-[(1R)-2,2-dideutero-1-(4-ethanesulfonylphenyl)-2-hydroxyethyl]-1-(2-fluoroethyl)indole-5-carboxamide ClC1=CC(=C(C=C1)CC=1N(C2=CC=C(C=C2C1)C(=O)N[C@@H](C(O)([2H])[2H])C1=CC=C(C=C1)S(=O)(=O)CC)CCF)C(F)(F)F